trans-ethyl 4-[6-(2-cyano-1,1-dimethyl-ethyl)-5-(3,4-difluorophenyl)-1-tetrahydropyran-2-yl-pyrrolo[2,3-f]indazol-7-yl]cyclohexanecarboxylate C(#N)CC(C)(C)C1=C(C2=C(C=C3C=NN(C3=C2)C2OCCCC2)N1C1=CC(=C(C=C1)F)F)[C@@H]1CC[C@H](CC1)C(=O)OCC